Ketogluconic acid O=C([C@H](O)[C@@H](O)[C@H](O)[C@H](O)CO)O